1-(9H-fluoren-9-yl)-3-oxo-2,7,11-trioxa-4-azatridecan-13-oic acid C1=CC=CC=2C3=CC=CC=C3C(C12)COC(NCCOCCCOCC(=O)O)=O